NC1=C2C(=NC=N1)NN=C2C#CC 4-amino-3-(prop-1-ynyl)pyrazolo[3,4-d]pyrimidine